NCC(=O)N 2-aminoacetamide